2-((4-Amino-3-(4-hydroxyphenyl)-1H-pyrazolo[3,4-d]pyrimidin-1-yl)methyl)-3-(2-chlorobenzyl)-5-(3-methoxyprop-1-ynyl)quinazolin-4(3H)-one NC1=C2C(=NC=N1)N(N=C2C2=CC=C(C=C2)O)CC2=NC1=CC=CC(=C1C(N2CC2=C(C=CC=C2)Cl)=O)C#CCOC